2,6-dichloro-3,4-dihydronaphthalen ClC1=CC2=CC=C(C=C2CC1)Cl